OC1=C(C(=O)NC2=C(C=CC=C2)C2=CC=C(C=C2)Cl)C=CC=N1 2-hydroxy-N-(4'-chlorobiphenyl-2-yl)nicotinamide